(R)-5-(2-(dimethylamino)ethoxy)-N-(1-(3-(1-ethyl-1H-pyrazol-3-yl)-5-(1-methyl-1H-pyrazol-4-yl)phenyl)ethyl)-4-fluoro-2-methylbenzamide CN(CCOC=1C(=CC(=C(C(=O)N[C@H](C)C2=CC(=CC(=C2)C=2C=NN(C2)C)C2=NN(C=C2)CC)C1)C)F)C